isopropyl-thia-anthrone C(C)(C)C1SC=2C(C3=CC=CC=C3CC2C=C1)=O